benzyl N-[trans-3-aminocyclohexyl]carbamate N[C@@H]1C[C@H](CCC1)NC(OCC1=CC=CC=C1)=O